N1C(CC=2C=3C(=CC=CC13)C(C2)=O)=O cyclopenta[de]quinoline-2,5(1H,3H)-dione